COC1=C(C=NC=C1)N1CCN(CC1)C(=O)OC(C)(C)C 1-Tert-butyl 4-(4-methoxypyridin-3-yl)piperazine-1-carboxylate